C(C)(C)(C)C1N(CC=C(C1)C1=C(C=C(C(=C1)OC)[N+](=O)[O-])C)C(=O)OC(CN)P(=O)(C(CCCCCCCCCCCCCCC)=O)C(CCCCCCCCCCCCCCC)=O dipalmitoyl-phosphorylethanolamine tert-butyl-4-(5-methoxy-2-methyl-4-nitrophenyl)-3,6-dihydropyridine-1(2H)-carboxylate